N1(CCCCC1)C(=O)[O-] hexahydropyridine-1-carboxylate